FC1(CNCCC1)CNC(OC(C)(C)C)=O tert-Butyl N-[(3-fluoro-3-piperidyl)methyl]carbamate